P(OC1=C(C=C(C=C1C(C)(C)C)C)C(C)(C)C)(OC1=C(C=C(C=C1C(C)(C)C)C)C(C)(C)C)[O-] bis(2,6-di-tert-butyl-4-methylphenyl) phosphite